4-N-[4-(benzyloxy)-2-fluorophenyl]-2-[3-(trifluoromethyl)phenyl]pyrimidine-4,5-diamine C(C1=CC=CC=C1)OC1=CC(=C(C=C1)NC1=NC(=NC=C1N)C1=CC(=CC=C1)C(F)(F)F)F